CC1=NN(C(=C1C1=NC=C(C(=C1)OC1CN(C1)C=O)F)C)C1CCNCC1 3-((2-(3,5-dimethyl-1-(piperidin-4-yl)-1H-pyrazol-4-yl)-5-fluoropyridin-4-yl)oxy)azetidin-1-yl-methanone